(4-((7-(dimethylamino)-5-ethyl-[1,2,4]triazolo[1,5-a]pyrimidin-6-yl)methyl)phenyl)(imino)(methyl)-λ6-sulfanone CN(C1=C(C(=NC=2N1N=CN2)CC)CC2=CC=C(C=C2)S(=O)(C)=N)C